Trioctyl-Phosphine Selenide C(CCCCCCC)P(CCCCCCCC)(CCCCCCCC)=[Se]